6-chloro-N-[2,5-difluoro-4-({6-methoxy-7-[3-(morpholin-4-yl)propoxy]-quinolin-4-yl}oxy)phenyl]-4-methoxypyridine-3-carboxamide ClC1=CC(=C(C=N1)C(=O)NC1=C(C=C(C(=C1)F)OC1=CC=NC2=CC(=C(C=C12)OC)OCCCN1CCOCC1)F)OC